C=CN1CCCCCC1=O N-Vinyl-ε-Caprolactam